isopropyl (3R)-1-[(4R)-2-[(3-bromo-2-chloro-phenyl)carbamoyl]-4,5,6,7-tetrahydropyrazolo[1,5-a]pyridin-4-yl]pyrrolidine-3-carboxylate BrC=1C(=C(C=CC1)NC(=O)C1=NN2C([C@@H](CCC2)N2C[C@@H](CC2)C(=O)OC(C)C)=C1)Cl